Cl.ClC1=C(C=C(OCC(=O)N[C@@H]2[C@@H](CNCC2)OC)C=C1)F 2-(4-chloro-3-fluoro-phenoxy)-N-[cis-3-methoxy-4-piperidyl]acetamide HCl salt